CC1=C(C=CC(=C1)Cl)OC(C)C(=O)O 2-methyl-4-chlorophenoxy-α-propionic acid